2-vinyl-phenylboronic acid C(=C)C1=C(C=CC=C1)B(O)O